FC=1C=C(C=CC1)C(CN1C2=NC(=NC(=C2N=C1)NN=CC1=CC(=CC=C1)C)N1CCOCC1)=O 1-(3-fluorophenyl)-2-(6-(2-(3-methylbenzylidene)hydrazinyl)-2-morpholino-9H-purin-9-yl)ethane-1-on